bicyclo[3.1.0]hexan-3-amine pent-3-en-1-ylcarbamate formate C(=O)O.C(CC=CC)NC(O)=O.C12CC(CC2C1)N